C(C)(C)(C)OC(=O)N(CC)CC1=CC=C(C=C1)C(C(=O)OCC)(F)F Ethyl 2-(4-(((tert-butoxycarbonyl)(ethyl)amino)methyl)phenyl)-2,2-difluoroacetate